BrC1=C(C(=CC=C1)Br)C=1N(C(=C(N1)C1=CC=CC=C1)C1=CC=CC=C1)C 2-(2,6-dibromophenyl)-1-methyl-4,5-diphenyl-1H-imidazole